(R)-N-(1-(3-(difluoromethyl)-2-fluorophenyl)ethyl)-6-(2-isopropyl-2H-tetrazol-5-yl)-2-methyl-7-(pyrrolidin-1-yl)pyrido[2,3-d]pyrimidin-4-amine FC(C=1C(=C(C=CC1)[C@@H](C)NC=1C2=C(N=C(N1)C)N=C(C(=C2)C=2N=NN(N2)C(C)C)N2CCCC2)F)F